FC(C(CC(=O)O)NC=1C2=C(N=C(N1)C1=CC=NC=C1)C=NC=C2)(F)F 4,4,4-trifluoro-3-{[2-(pyridin-4-yl)pyrido[3,4-d]Pyrimidin-4-yl]Amino}butanoic acid